(S)-beta-aminoisobutyric acid n-heptyl ester C(CCCCCC)OC([C@H](CN)C)=O